6-chloro-N-(4,6-dichloropyridin-2-yl)-1H-indole-3-sulfonamide ClC1=CC=C2C(=CNC2=C1)S(=O)(=O)NC1=NC(=CC(=C1)Cl)Cl